5-(4-Fluorophenyl)-4-hydroxy-N-[4-[(7-methoxy-1,5-naphthyridin-4-yl)oxy]phenyl]pyridine-3-carboxamide FC1=CC=C(C=C1)C=1C(=C(C=NC1)C(=O)NC1=CC=C(C=C1)OC1=CC=NC2=CC(=CN=C12)OC)O